NC1=C(C(=NC=C1C(=O)OCC)OC1=CC=C(C=C1)N1CCOCC1)C1=C(C(=CC=C1C)OC)C ethyl 4-amino-5-(3-methoxy-2,6-dimethylphenyl)-6-(4-morpholinophenoxy)-nicotinate